5-(4-chlorophenyl)-5-((3,4-dimethoxybenzyl)oxy)-2,5-dihydro-3H-imidazo[2,1-a]isoindole ClC1=CC=C(C=C1)C1(N2C(C3=CC=CC=C13)=NCC2)OCC2=CC(=C(C=C2)OC)OC